BrC=1C(=C(C=CC1OCOC)/C=C/C=1SC2=C(N1)C=C(C(=C2)N(C)CCOCCF)C)OCOC (E)-2-(3-bromo-2,4-bis(methoxymethoxy)phenylvinyl)-N-(2-(2-fluoroethoxy)ethyl)-N,5-dimethylbenzo[d]thiazol-6-amine